NC1=CC=C(OC2=C(C=C(C(=C2)C(C2=CC=C(C=C2)C)=O)OC2=CC=C(C=C2)N)C(C2=CC=C(C=C2)C)=O)C=C1 1,4-bis(4-aminophenoxy)-2,5-bis(4-methylbenzoyl)benzene